C(C)(C)(C)OC(=O)N1C[C@H](CC1)NC(=O)C1=CN=C2N1N=C(C=C2)N2[C@H](CCC2)C2=CC(=CC(=C2)SC)F (3S)-3-{6-[(2R)-2-[3-fluoro-5-(methylsulfanyl)phenyl]pyrrolidin-1-yl]imidazo[1,2-b]pyridazin-3-amido}pyrrolidine-1-carboxylic acid tert-butyl ester